C(CCCCCCCC)C1=CC=C(OC(COCCOCCOCCOCCOCCOCCO)O)C=C1 4-n-nonylphenoxyheptaethylene glycol